2,2-dimethyl-1-oxa-2-silacyclopentane C[Si]1(OCCC1)C